C(C1=CC=CC=C1)OC1(C2=NN=C(C3=C(C=C(C(OCCCC=CC1)=N3)C(F)(F)F)N)O2)C(F)(F)F 6-benzyloxy-6,15-bis(trifluoromethyl)-13,19-dioxa-3,4,18-triazatricyclo[12.3.1.12,5]nonadec-1(17),2,4,8,14(18),15-hexa-en-17-amine